ClC1=C(C=C(C=C1)C1=CN(C2=NC(=CC=C21)C(=O)N2C(CNCC2)(C)C)CC=2C=NC=CC2)F 4-(3-(4-chloro-3-fluorophenyl)-1-(pyridin-3-ylmethyl)-1H-pyrrolo[2,3-b]pyridine-6-carbonyl)-3,3-dimethylpiperazin